ClC=1C=NC(=C2C(C=C(N(C12)C1=C(C=CC=C1Cl)Cl)C)=O)NC[C@@H](CO)O (S)-8-chloro-1-(2,6-dichlorophenyl)-5-((2,3-dihydroxypropyl)amino)-2-methyl-1,6-naphthyridin-4(1H)-one